tert-Butyl Rel-(3R,5S)-3,5-dihydroxypiperidine-1-carboxylate O[C@H]1CN(C[C@H](C1)O)C(=O)OC(C)(C)C |o1:1,5|